O=C1COCC(N1)CC1=NC=CC(=C1)NC([O-])=O (2-((5-oxomorpholin-3-yl)methyl)pyridin-4-yl)carbamate